[o-(3-aminopropyl)phenyl]methanol NCCCC1=C(C=CC=C1)CO